The molecule is a phosphatidylethanolamine 34:0 zwitterion in which the acyl groups at positions 1 and 2 are both specified as heptadecanoyl. It is a tautomer of a 1,2-diheptadecanoyl-sn-glycero-3-phosphoethanolamine. CCCCCCCCCCCCCCCCC(=O)OC[C@H](COP(=O)([O-])OCC[NH3+])OC(=O)CCCCCCCCCCCCCCCC